CN1CCN(CC1)C1=NC2=C(N1C(=O)NCCC#CC1=CC=CC=C1)C=CC=C2 (4-Methylpiperazin-1-yl)-N-(4-phenylbut-3-yn-1-yl)-1H-benzo[d]imidazole-1-carboxamide